C(CCCCCCCCCCCCCCC)(=O)NC1=CC=C(C(=O)NCC(=O)O)C=C1 p-palmitamidobenzamidoacetic acid